O1[C@@H](CCC1)CNC(O[C@@H]1C[C@@H](CC1)C1=CC(=NN1)NC(CC1=CC(=CC(=C1)F)F)=O)=O (1S,3R)-3-(3-{[(3,5-difluorophenyl)acetyl]-amino}-1H-pyrazol-5-yl)-cyclopentyl [(2S)-tetra-hydrofuran-2-ylmethyl]-carbamate